NC=1SC=C(N1)CC(=O)N1CCC(CC1)N1CCC(CC1)(C)C 2-(2-amino-1,3-thiazol-4-yl)-1-(4,4-dimethyl-1,4'-bipiperidin-1'-yl)ethanone